2,5-dibromo-1,3-bis(propan-2-yl)benzene BrC1=C(C=C(C=C1C(C)C)Br)C(C)C